N1(N=CC=2C1=NC=CC2)C[C@@]2(C[C@]1(CN(C(C1=O)=O)C1=NC=C(N=C1)C(C)(C)O)CCC2)C (5S,7S)-7-((1H-pyrazolo[3,4-b]pyridin-1-yl)methyl)-3-(5-(2-hydroxypropane-2-yl)pyrazin-2-yl)-7-methyl-1-oxo-3-azaspiro[4.5]decan-2-one